3-(6-{[(6-chloro-1H-indol-3-yl)sulfonyl]amino}-2,5-difluoropyridin-3-yl)propanoate ClC1=CC=C2C(=CNC2=C1)S(=O)(=O)NC1=C(C=C(C(=N1)F)CCC(=O)[O-])F